OC1=C(C=CC=C1)C1=CC2=C(N=N1)NC(=C2C)[C@@H](C)N2CC1COCC(C2)N1C(C=C)=O 1-(7-((R)-1-(3-(2-hydroxyphenyl)-5-methyl-7H-pyrrolo[2,3-c]pyridazin-6-yl)ethyl)-3-oxa-7,9-diazabicyclo[3.3.1]nonan-9-yl)prop-2-en-1-one